tert-butyl 8-(4-fluorophenyl)-1,3,4,5-tetrahydro-2H-pyrido[4,3-b]indole-2-carboxylate FC1=CC=C(C=C1)C1=CC=2C3=C(NC2C=C1)CCN(C3)C(=O)OC(C)(C)C